1-benzyl-N-methyl-piperidin-4-amine C(C1=CC=CC=C1)N1CCC(CC1)NC